O=C1N(CC2=CC(=CC=C12)O[C@H]1[C@@H](CCCC1)N1CC(C1)C1=NC=C(C=C1)C(F)(F)F)N1C(CCCC1=O)=O (1-oxo-5-(((trans)-2-(3-(5-(trifluoromethyl)pyridin-2-yl)azetidin-1-yl)cyclohexyl)-oxy)isoindolin-2-yl)piperidine-2,6-dione